(5-bromo-3-methoxy-pyrazin-2-yl)-5-methyl-3-phenyl-isoxazole-4-carboxamide BrC=1N=C(C(=NC1)NC(=O)C=1C(=NOC1C)C1=CC=CC=C1)OC